BrC1=C(OC2=CC3=C(N(N=N3)C)C=C2)C=CC(=C1)[N+](=O)[O-] 5-(2-bromo-4-nitro-phenoxy)-1-methyl-benzotriazole